(S)-3-(((tetrahydrofuran-3-yl)oxy)methyl)phenol O1C[C@H](CC1)OCC=1C=C(C=CC1)O